4-[4-(1,3-benzothiazol-2-ylmethyl)piperazin-1-yl]-N-ethyl-2-isobutyl-5-(2H-tetrazol-5-yl)aniline S1C(=NC2=C1C=CC=C2)CN2CCN(CC2)C2=CC(=C(NCC)C=C2C=2N=NNN2)CC(C)C